6-bromo-3H-spiro[benzofuran-2,4'-piperidine]-1'-carboxylic acid tert-butyl ester C(C)(C)(C)OC(=O)N1CCC2(CC1)OC1=C(C2)C=CC(=C1)Br